(2r,5s)-3-(4-aminophenyl)-2-(1-(4-bromophenyl)-4-(4-fluorophenyl)-1H-pyrazol-3-yl)-5-methyl-oxazolidin-4-one NC1=CC=C(C=C1)N1[C@H](O[C@H](C1=O)C)C1=NN(C=C1C1=CC=C(C=C1)F)C1=CC=C(C=C1)Br